CC1N(CCC1)C=1C=CC(=NC1)[N+](=O)[O-] 5-(2-methylpyrrolidin-1-yl)-2-nitropyridine